N-(quinolin-2-ylmethyl)glycine N1=C(C=CC2=CC=CC=C12)CNCC(=O)O